CC=1C=C(C=CC1C)N1CC(CC1=O)C(=O)O 1-(3,4-dimethylphenyl)-5-oxopyrrolidine-3-carboxylic acid